5-bromo-4-(trifluoromethyl)pyrimidin-2-amine BrC=1C(=NC(=NC1)N)C(F)(F)F